1-((8-((4'-fluoro-2-methyl-3'-(3-morpholinopropoxy)-[1,1'-biphenyl]-3-yl)amino)-1,7-naphthyridin-3-yl)methyl)piperidine-2-acetic acid FC1=C(C=C(C=C1)C1=C(C(=CC=C1)NC=1N=CC=C2C=C(C=NC12)CN1C(CCCC1)CC(=O)O)C)OCCCN1CCOCC1